1-(benzyloxy)-4-bromo-3-fluoro-2-nitrobenzene C(C1=CC=CC=C1)OC1=C(C(=C(C=C1)Br)F)[N+](=O)[O-]